2,2-bis(3-allyl-4-hydroxyphenyl)propane C(C=C)C=1C=C(C=CC1O)C(C)(C)C1=CC(=C(C=C1)O)CC=C